C(#N)\C(=C/C1=C(N(C(=C1)C)C=1SC(=CC1C#N)C(C)C)C)\C1=NC2=C(C=NC(=C2)OC)N1 (E)-2-(3-(2-cyano-2-(6-methoxy-3H-imidazo[4,5-c]pyridine-2-yl)vinyl)-2,5-dimethyl-1H-pyrrol-1-yl)-5-isopropylthiophene-3-carbonitrile